BrC=1C(=CC(=NC1)NC1C(CCCC1)(F)F)C(F)(F)F 5-bromo-N-(2,2-difluorocyclohexyl)-4-(trifluoromethyl)pyridin-2-amine